(2S)-2-(7-chloro-1,1-dioxidobenzo[f][1,2]thiazepin-2(3H)-yl)-3-(6-fluoro-2,3-dimethylphenyl)butanoic acid ClC=1C=CC2=C(C=CCN(S2(=O)=O)[C@H](C(=O)O)C(C)C2=C(C(=CC=C2F)C)C)C1